5-(cyclopentylmethyl)-7-(trifluoromethyl)pyrazolo[1,5-a]pyrimidine-2-carboxylic acid C1(CCCC1)CC1=NC=2N(C(=C1)C(F)(F)F)N=C(C2)C(=O)O